OCC1=NN2C(NC(=C(C2C2=CN=C(S2)C2=CC=CC=C2)C(=O)NC=2C=C3C=CN=CC3=CC2)C)=C1 2-(hydroxymethyl)-N-(isoquinolin-6-yl)-5-methyl-7-(2-phenylthiazol-5-yl)-4,7-dihydropyrazolo[1,5-a]pyrimidine-6-carboxamide